NC1=CC=C(C=C1)CCC1(OCC(N1)=O)C1=NN(C=C1C1=CC=C(C=C1)F)C1=CC=C(C=C1)Br (4-aminophenyl-ethyl)-2-(1-(4-bromophenyl)-4-(4-fluorophenyl)-1H-pyrazol-3-yl)oxazolidin-4-one